N-(4-(((R)-1-hydroxy-4-methylpent-2-yl)amino)-6-(2-(3-methyl-4-oxo-3,4-dihydroquinazolin-7-yl)propyl)-1,3,5-triazin-2-yl)methanesulfonamide OC[C@@H](CC(C)C)NC1=NC(=NC(=N1)CC(C)C1=CC=C2C(N(C=NC2=C1)C)=O)NS(=O)(=O)C